(2S,4R)-1-((S)-1-Amino-17-(tert-butyl)-15-oxo-3,6,9,12-tetraoxa-16-azaoctadecan-18-oyl)-4-hydroxy-N-(4-(4-methylthiazol-5-yl)benzyl)pyrrolidine-2-carboxamide NCCOCCOCCOCCOCCC(N[C@H](C(=O)N1[C@@H](C[C@H](C1)O)C(=O)NCC1=CC=C(C=C1)C1=C(N=CS1)C)C(C)(C)C)=O